(3R,4R,5R)-2-methoxy-5-((nicotinoyloxy)methyl)tetrahydrofuran-3,4-diyl dinicotinate C(C1=CN=CC=C1)(=O)O[C@H]1C(O[C@@H]([C@H]1OC(C1=CN=CC=C1)=O)COC(C1=CN=CC=C1)=O)OC